[Br-].C1=CC=CC2=NC3=CC=CC=C3C(=C12)C[N@@+]12[C@@H](C[C@@H]([C@H](C1)C=C)CC2)[C@H](O)C2=CC=NC1=CC=C(C=C21)OC (R)-[(1S,2S,4S,5R)-1-(acridin-9-ylmethyl)-5-vinyl-quinuclidin-1-ium-2-yl]-(6-methoxy-4-quinolyl)methanol bromide